5,6-dihexyl-1,10-phenanthroline C(CCCCC)C1=C2C=CC=NC2=C2N=CC=CC2=C1CCCCCC